(4-chlorothieno[2,3-D]pyrimidin-6-yl)-1H-pyrimidine-2,4-dione ClC=1C2=C(N=CN1)SC(=C2)N2C(NC(C=C2)=O)=O